2-butoxy-7-((5-chloro-6-(4-methylpiperazin-1-yl)pyridin-3-yl)methyl)imidazo[2,1-f][1,2,4]triazin-4-amine C(CCC)OC1=NN2C(C(=N1)N)=NC=C2CC=2C=NC(=C(C2)Cl)N2CCN(CC2)C